N-(4-Cyano-3-methylisoxazol-5-yl)-2-((3-(2,6-dioxopiperidin-3-yl)-1-methyl-1H-indazol-7-yl)oxy)acetamide C(#N)C=1C(=NOC1NC(COC=1C=CC=C2C(=NN(C12)C)C1C(NC(CC1)=O)=O)=O)C